C(C)(C)(C)OC(=O)NC1=C(C=CC(=C1)F)NC(=O)C1=CC=C(CNC(CCC(=O)O)=O)C=C1 4-((4-((2-((tert-butoxycarbonyl)-amino)-4-fluorophenyl)-carbamoyl)-benzyl)-amino)-4-oxobutanoic acid